ClC=1C=C(C=C(C1OC1=CC(=C(C=C1)O)S(=O)(=O)N1C[C@H](CC1)O)Cl)N1N=C(C(NC1=O)=O)C(F)F (S)-2-(3,5-dichloro-4-(4-hydroxy-3-((3-hydroxypyrrolidin-1-yl)sulfonyl)phenoxy)phenyl)-6-(difluoromethyl)-1,2,4-triazine-3,5(2H,4H)-dione